N4-cyclohexyl-3-(5-fluoropyridine-3-yl)-N6-(2-methoxy-4-morpholinophenyl)-1H-pyrazolo[3,4-d]pyrimidine-4,6-diamine C1(CCCCC1)NC1=C2C(=NC(=N1)NC1=C(C=C(C=C1)N1CCOCC1)OC)NN=C2C=2C=NC=C(C2)F